tert-butyl (S)-2-(((1-(4-fluoro-3-(trifluoromethyl)phenyl)cyclopropyl)(isopropoxycarbonyl)amino)methyl)pyrrolidine-1-carboxylate FC1=C(C=C(C=C1)C1(CC1)N(C(=O)OC(C)C)C[C@H]1N(CCC1)C(=O)OC(C)(C)C)C(F)(F)F